1-(2-(2,6-dimethylphenoxy)ethyl)-1-(2-hydroxyethyl)azepan-1-ium CC1=C(OCC[N+]2(CCCCCC2)CCO)C(=CC=C1)C